1-(benzyloxy)tridecan-6-ol 2-(6-aminospiro[3.3]heptan-2-yl)ethyl-acetate NC1CC2(CC(C2)CCCC(=O)OC(CCCCCOCC2=CC=CC=C2)CCCCCCC)C1